7-[7-(4,4-difluoropiperidine-1-carbonyl)-3-methyl-2H-chromen-4-yl]-2-methyl-[1,2,4]triazolo[4,3-a]pyridin-3-one FC1(CCN(CC1)C(=O)C1=CC=C2C(=C(COC2=C1)C)C1=CC=2N(C=C1)C(N(N2)C)=O)F